NC1=C(C2=C(S1)C(C(CC2)(COC(F)F)CC2CCC2)=O)C(=O)N 2-Amino-6-(cyclobutylmethyl)-6-((difluoromethoxy)methyl)-7-oxo-4,5,6,7-tetrahydrobenzo[b]thiophene-3-carboxamide